FC1(CC2(C1)CC(N(CC2)CC2=C1C=CNC1=C(C=C2OC)C)C2=CC(=C(C(=O)O)C=C2)F)F 4-(2,2-difluoro-7-((5-methoxy-7-methyl-1H-indol-4-yl)methyl)-7-azaspiro[3.5]nonan-6-yl)-2-fluorobenzoic acid